potassium perfluorosulfonate salt FS(=O)(=O)[O-].[K+]